(R)-N-(1-(6-oxo-5-(trifluoromethyl)-1,6-dihydropyridin-3-yl)propoxy)-1-(5-(trifluoromethyl)pyrimidin-2-yl)-1,2,3,6-tetrahydropyridine-4-carboxamide O=C1C(=CC(=CN1)[C@@H](CC)ONC(=O)C=1CCN(CC1)C1=NC=C(C=N1)C(F)(F)F)C(F)(F)F